CC1=NNC(=C1CCCOC=1C=C(C(=O)O)C=CC1F)C 3-[3-(3,5-Dimethyl-1H-pyrazol-4-yl)-propoxy]-4-fluorobenzoic acid